C(CC)C=1C=C(C(=O)O)C=C(C1O)CCC 3,5-dipropyl-4-hydroxybenzoic acid